BrC1=CC=C2C(=NNC(C2=C1)=O)C(C)C 7-bromo-4-isopropylphthalazin-1(2H)-one